methyl 3-(3-bromophenyl)thietane-3-carboxylate BrC=1C=C(C=CC1)C1(CSC1)C(=O)OC